FC1=C(C(=CC(=C1)C)OC[C@@H]1CNCCC1)C1=CC(=NN1)NC=1N=CC(=NC1)C#N (S)-5-((5-(2-fluoro-4-methyl-6-(piperidin-3-ylmethoxy)phenyl)-1H-pyrazol-3-yl)amino)pyrazine-2-carbonitrile